CP(C=1C(=CC=C2C(=CNC12)C1=NC(=NC=C1C(F)(F)F)N[C@@H]1C[C@H](CC1)N(C)CCCCNC)C(=O)O)(=O)C 7-[dimethyl(oxo)-λ5-phosphoranyl]-3-(2-{[(1S,3S)-3-(2,7-diazaoct-2-yl)cyclopentyl]amino}-5-(trifluoromethyl)pyrimidin-4-yl)-1H-indole-6-carboxylic acid